BrC=1C(N(C(=CC1OCC1=C(C=C(C=C1)F)F)C)CC1=CC=C(C=C1)OC)=O 3-bromo-4-[(2,4-difluorobenzyl)oxy]-1-(4-methoxybenzyl)-6-methylpyridin-2(1H)-one